FC1=C(C(=CC=C1)C)N1CCC(CC1)N1C(N(C=2C(C1)=CN(N2)CC(C)C)CC2=C(C=CC=C2)C(F)(F)F)=O 5-[1-(2-Fluoro-6-methyl-phenyl)-piperidin-4-yl]-2-isobutyl-7-(2-trifluoromethylbenzyl)-2,4,5,7-tetrahydro-pyrazolo[3,4-d]pyrimidin-6-one